(16R)-13-ethyl-16-(3,3,3-trifluoropropyl)-12,13,16,17,18,19,20,21-octahydro-6,23-(azeno)-11,7-(metheno)imidazo[2,1-c][1,4,10,13,15]oxatetraazacyclohenicosin-14(15H)-one C(C)N1CC=2N=CC=C(C3=CN4C(C(OCCCCC[C@@H](NC1=O)CCC(F)(F)F)=N3)=NC=C4)C2